tert-butyl N-methyl-N-[[5-[3-[4-(trifluoromethyl)anilino]pyrazin-2-yl]-1,3,4-oxadiazol-2-yl]methyl]carbamate CN(C(OC(C)(C)C)=O)CC=1OC(=NN1)C1=NC=CN=C1NC1=CC=C(C=C1)C(F)(F)F